FC(C1=CC=C(C=C1)N1N=C(C2=CC=CC=C12)CNS(=O)(=O)C1CC1)(F)F N-((1-(4-(trifluoromethyl)phenyl)-1H-indazol-3-yl)methyl)cyclopropanesulfonamide